(3E,13Z)-3,13-octadecadienoxyethyl ether C(C\C=C\CCCCCCCC\C=C/CCCC)OCCOCCOCC\C=C\CCCCCCCC\C=C/CCCC